COC1=CC=C(C(=N1)C)S(=O)(=O)N1CC2(C1)CN(C2)C2CCOCC2 2-((6-Methoxy-2-methylpyridin-3-yl)sulfonyl)-6-(tetrahydro-2H-pyran-4-yl)-2,6-diazaspiro[3.3]heptane